cis-N-(5-chloro-6-(pyrimidin-2-yl)pyridin-3-yl)-8-(1-(difluoromethyl)-1H-pyrazol-4-yl)-2-fluoro-8-methyl-7,8-dihydro-6H-cyclopenta[e]pyrazolo[1,5-a]pyrimidine-6-carboxamide ClC=1C=C(C=NC1C1=NC=CC=N1)NC(=O)[C@@H]1C[C@](C2=C1C=NC=1N2N=C(C1)F)(C)C=1C=NN(C1)C(F)F